FC=1C=C(C2=C(C=CC=C2C1)B1OC(C(O1)(C)C)(C)C)C#C[Si](C(C)C)(C(C)C)C(C)C ((3-fluoro-8-(4,4,5,5-tetramethyl-1,3,2-dioxaborolane-2-yl)naphthalen-1-yl)ethynyl)triisopropylsilane